((6-(3-methyl-4-oxo-3,4-dihydro-phthalazin-1-yl)-3,4-dihydro-isoquinolin-2(1H)-yl)sulfonyl)carbamic acid tert-butyl ester C(C)(C)(C)OC(NS(=O)(=O)N1CC2=CC=C(C=C2CC1)C1=NN(C(C2=CC=CC=C12)=O)C)=O